O1C2C(CC1)CCC2=O hexahydro-6H-cyclopenta[b]furan-6-one